OCCC1=CC=C(C=C1)NC(C1=CC(=CC=C1)N1C=NC=C1)=O N-(4-(2-hydroxyethyl)phenyl)-3-(1H-imidazol-1-yl)benzamide